N-({2-[5-fluoro-2-(2H-1,2,3-triazol-2-yl)benzoyl]-4-methyl-2-azabicyclo[3.1.1]hept-3-yl}methyl)-5-(trifluoromethyl)pyrazin-2-amine FC=1C=CC(=C(C(=O)N2C3CC(C(C2CNC2=NC=C(N=C2)C(F)(F)F)C)C3)C1)N1N=CC=N1